3-carbamoylamino-4-(2,4,5-trifluorophenyl)butyric acid C(N)(=O)NC(CC(=O)O)CC1=C(C=C(C(=C1)F)F)F